ClC=1C=C(C=CC1F)NC(N(C=1C=NC(=CC1)OC)CC1=NNC(=C1CCOCC)C(F)(F)F)=O (3-Chloro-4-fluorophenyl)-1-((4-(2-ethoxyethyl)-5-(trifluoromethyl)-1H-pyrazol-3-yl)methyl)-1-(6-methoxypyridin-3-yl)urea